3-[(1R,2R)-2-(trifluoromethyl)cyclopropyl]urea FC([C@H]1[C@@H](C1)NC(N)=O)(F)F